ClCl hypochlorous acid-chloride